3-(3-methoxy-4-nitrophenyl)prop-2-en COC=1C=C(C=CC1[N+](=O)[O-])C=CC